ClC1=NC=C2C=C(N=C(C2=C1)NC1CC(C1)(F)F)C1=C(C(=CC(=C1Cl)OC)OC)Cl 7-chloro-3-(2,6-dichloro-3,5-dimethoxyphenyl)-N-(3,3-difluorocyclobutyl)-2,6-naphthyridine-1-amine